2,6-difluoro-4-bromobenzene FC1=CC(=CC(=C1)Br)F